NC=1C(=C(C(=CC1)F)C(C)NC=1C=C2C(=NC1)NN=C2)F N-[1-(3-amino-2,6-difluorophenyl)ethyl]-1H-pyrazolo[3,4-b]pyridin-5-amine